4-(2-hydroxy-3-(2-(trifluoromethyl)-10H-phenothiazin-10-yl)propyl)piperazin OC(CN1CCNCC1)CN1C2=CC=CC=C2SC=2C=CC(=CC12)C(F)(F)F